N-(4-bromophenyl)naphtho[2,1-d]thiazol-2-amine BrC1=CC=C(C=C1)NC=1SC2=C(N1)C=CC1=CC=CC=C12